N4-(5-(furan-2-yl)-2-methoxyphenyl)-7-methoxyquinazolin-4,6-diamine O1C(=CC=C1)C=1C=CC(=C(C1)NC1=NC=NC2=CC(=C(C=C12)N)OC)OC